Vinyl-Pyridin C(=C)C1=NC=CC=C1